5-(N-[butyl]amino)-3-(1-benzylpiperidin-4-yl)pyrrolo-[3,2-b]pyridine C(CCC)NC1=CC=C2C(=N1)C(=CN2)C2CCN(CC2)CC2=CC=CC=C2